(S)-3-(2-chlorophenyl)-7-(2-hydroxy-1-methyl-ethylamino)-1-(piperidin-4-yl)-3,4-dihydropyrimido[4,5-d]-pyrimidin-2(1H)-one ClC1=C(C=CC=C1)N1C(N(C2=NC(=NC=C2C1)N[C@H](CO)C)C1CCNCC1)=O